FC(C(C)(C)C=1C(=NC=CC1C1=CC=C(C=C1)C(C)(C)O)N(C([O-])=O)CC12CCC(CC1)(CC2)C2=NOC(=N2)C(C)(F)F)(F)F 1,1,1-trifluoro-2-methylpropan-2-yl((4-(5-(1,1-difluoroethyl)-1,2,4-oxadiazol-3-yl)bicyclo[2.2.2]octan-1-yl)methyl)(4-(4-(2-hydroxypropan-2-yl)phenyl)pyridin-2-yl)carbamate